N-(4-((3-(4,4-Difluoropiperidin-1-yl)-5-methylphenyl)amino)-2-methyl-5-(6-azaspiro[2.5]octan-6-yl)quinazolin-7-yl)-2-hydroxyethane-1-sulfonamide FC1(CCN(CC1)C=1C=C(C=C(C1)C)NC1=NC(=NC2=CC(=CC(=C12)N1CCC2(CC2)CC1)NS(=O)(=O)CCO)C)F